(R)-N-(3-(1-((2-Amino-5-(1-methyl-1H-pyrazol-4-yl)pyridin-3-yl)oxy)ethyl)phenyl)-3-ethylbenzamid NC1=NC=C(C=C1O[C@H](C)C=1C=C(C=CC1)NC(C1=CC(=CC=C1)CC)=O)C=1C=NN(C1)C